1,6-bis(4-fluorophenyl)perfluorohexane FC1=CC=C(C=C1)C(C(C(C(C(C(C1=CC=C(C=C1)F)(F)F)(F)F)(F)F)(F)F)(F)F)(F)F